C[C@@H]1CN(CCC1)CC=1NC=2C(N(C=C(C2C1)C1CC1)C1=NC(=CC(=C1)C1=C(C=C(C=C1)F)C(=O)N1C(CCC1)C)C1CC1)=O 2-{[(S)-3-methyl-1-piperidyl]methyl}-4-cyclopropyl-6-(6-cyclopropyl-4-{4-fluoro-2-[(2-methyl-1-pyrrolidinyl)carbonyl]phenyl}-2-pyridyl)-1,6-dihydro-1,6-diaza-7-indenone